((2S,3R,6R)-2,6-Dimethyl-3-(((3-methyl-5-(trifluoromethyl)pyridin-2-yl)amino)methyl-d2)morpholino)(6-methyl-3-(2H-1,2,3-triazol-2-yl)pyridin-2-yl)methanone C[C@@H]1O[C@@H](CN([C@@H]1C([2H])([2H])NC1=NC=C(C=C1C)C(F)(F)F)C(=O)C1=NC(=CC=C1N1N=CC=N1)C)C